sulfur (propenyl-thiourea) C(=CC)NC(=S)N.[S]